tert-butyl 3-((methylsulfonyl)oxy)cyclobutanecarboxylate CS(=O)(=O)OC1CC(C1)C(=O)OC(C)(C)C